ClC1=NC=CC(=C1F)N1N=NC(=C1C(C)=O)C 1-(1-(2-chloro-3-fluoropyridin-4-yl)-4-methyl-1H-1,2,3-triazol-5-yl)ethan-1-one